BrC1=C(C=C(C(=C1)C(C)C)F)OC 1-bromo-4-fluoro-5-isopropyl-2-methoxybenzene